BrC1=CC(=C(OC2=CC=C(C=C2)CCC2CCN(CC2)C(=O)OC(C)(C)C)C=C1)C=1C2=C(C(N(C1)C)=O)NC=C2 tert-butyl 4-[2-[4-[4-bromo-2-(6-methyl-7-oxo-1H-pyrrolo[2,3-c]pyridin-4-yl)phenoxy]phenyl]ethyl]piperidine-1-carboxylate